(R)-7-(2-((2,2,2-trifluoroethyl)amino)propyl)-3-tritylbenzo[d]oxazole FC(CN[C@@H](CC1=CC=CC=2N(COC21)C(C2=CC=CC=C2)(C2=CC=CC=C2)C2=CC=CC=C2)C)(F)F